(E)-2-(2-fluoropyridin-4-yl)-3-(3-(3-(pentafluoro-sulfaneyl)-5-(trifluoromethyl)phenyl)-1H-1,2,4-triazol-1-yl)acrylamide FC1=NC=CC(=C1)/C(/C(=O)N)=C\N1N=C(N=C1)C1=CC(=CC(=C1)C(F)(F)F)S(F)(F)(F)(F)F